C(C)(C)C1=NOC(=N1)N1CCC(CC1)C(C)OC=1SC2=NC(=CC=C2N1)C1=CC=C(C=C1)NS(=O)(=O)C N-(4-(2-(1-(1-(3-isopropyl-1,2,4-oxadiazol-5-yl)piperidin-4-yl)ethoxy)thiazolo[5,4-b]pyridin-5-yl)phenyl)methanesulfonamide